N1C=NC(=C1)CCNC(=O)C=1C=C(C=C(C(=O)NCCCN(CCCCCCCCC(=O)OC(CC)CCCCC)CCCCCCCCC(=O)OC(CC)CCCCC)C1)C(=O)NCCCN(CCCCCCCCC(=O)OC(CC)CCCCC)CCCCCCCCC(=O)OC(CC)CCCCC tetra(octan-3-yl) 9,9',9'',9'''-((((5-((2-(1H-imidazol-4-yl)ethyl)carbamoyl)isophthaloyl)bis(azanediyl))bis(propane-3,1-diyl))bis(azanetriyl))tetranonanoate